OC1=CC(=CC(=C1C1CCCC(=C1)C)OCN(C(OC)=O)C1=CC=CC=C1)C(C)(CCCCCC)C methyl (((6-hydroxy-5'-methyl-4-(2-methyloctan-2-yl)-1',2',3',4'-tetrahydro-[1,1'-biphenyl]-2-yl)oxy)methyl)(phenyl)carbamate